FC1(CN(C1)C(=O)C=1C(=NC(=CC1C)C)C1=C2C(=NC=C1)C=C(S2)CN2C(C1C(C1C2=O)(C)C)=O)F 3-((7-(3-(3,3-difluoroazetidine-1-carbonyl)-4,6-dimethylpyridin-2-yl)thieno[3,2-b]pyridin-2-yl)methyl)-6,6-dimethyl-3-azabicyclo[3.1.0]hexane-2,4-dione